C1(CC1)C=1SC2=C(N1)NC(=C2)C(=O)OCC ethyl 2-cyclopropyl-4H-pyrrolo[2,3-d]thiazole-5-carboxylate